N[C@@]1(CN(CC1)C=1C(=NC=C(C1C1=CC(=CC(=C1)F)F)Cl)C(=O)N[C@@H](C)C1CC1)C 3-((S)-3-amino-3-methylpyrrolidin-1-yl)-5-chloro-N-((S)-1-cyclopropylethyl)-4-(3,5-difluorophenyl)pyridinecarboxamide